C(C)N(CC)[Ti](N(C(C)C)C(C)C)(N(C(C)C)C(C)C)N(CC)CC bis(diethylamino)bis(diisopropylamino)titanium(IV)